5-(3-(2-(4-fluorophenyl)ethynyl)phenoxy)-1H-1,2,3-triazole-4-carboxylic acid FC1=CC=C(C=C1)C#CC=1C=C(OC2=C(N=NN2)C(=O)O)C=CC1